N1(CCNCC1)C1=CC2=C(C=N1)OC1=CC(=CC=C1C2=O)C=2C=NNC2 3-(piperazin-1-yl)-8-(1H-pyrazol-4-yl)-5H-chromeno[2,3-c]-pyridin-5-one